FC1=CC2=C(C=CS2)C(=C1)N1CCN(CC1)CCC1=CC=C2CCC(N(C2=C1)[C@H](C)OC(CCCCCCCCCCCCCCC)=O)=O.OC=1C=C(C=CC1)C1=NN=NC2=C1NN=N2 meta-hydroxyphenyl-triazolo-triazine (1s)-1-(7-(2-(4-(6-fluorobenzothiophen-4-yl)piperazin-1-yl)ethyl)-2-oxo-3,4-dihydroquinoline-1(2H)-yl)ethyl-palmitate